8-Methyl-2-morpholin-4-yl-7-phenoxychromen-4-one CC=1C(=CC=C2C(C=C(OC12)N1CCOCC1)=O)OC1=CC=CC=C1